ClC1=CC=C(C=C1)C1CCCC(O1)=O 6-(4-chlorophenyl)tetrahydro-2H-pyran-2-one